CC=1SC2=C(N1)C=CC(=C2)C(C)=O 1-(2-Methylbenzo[d]thiazol-6-yl)ethan-1-one